S1C=NC2=C1C=CC(=C2)NC(=O)[C@H]2CN(CC2)S(=O)(=O)C=2C=NC(=CC2)C (R)-N-(benzo[d]thiazol-5-yl)-1-((6-methylpyridin-3-yl)sulfonyl)pyrrolidine-3-carboxamide